ClC=1C=C(C=C(C1)Cl)C1=CC=C(C=2C=C(OC21)C(=O)N[C@H]2CCOC1=C2C=CC=C1)C(C)C 7-(3,5-dichlorophenyl)-N-[(4S)-3,4-dihydro-2H-1-benzopyran-4-yl]-4-isopropyl-1-benzofuran-2-carboxamide